ClC1=CC=C(C=C1)C=1C=C2C(=NC1)NC=C2C(=O)C=2C(=C(C=CC2)NS(=O)(=O)CC2=CC=CC=C2)F N-(3-(5-(4-chlorophenyl)-1H-pyrrolo[2,3-b]pyridine-3-carbonyl)-2-fluorophenyl)-1-phenylmethanesulfonamide